trans-N-(8-amino-6-((R)-3-hydroxy-2-oxopyrrolidin-1-yl)isoquinolin-3-yl)-2-cyanocyclopropane-1-carboxamide NC=1C=C(C=C2C=C(N=CC12)NC(=O)[C@H]1[C@@H](C1)C#N)N1C([C@@H](CC1)O)=O